3-methoxy-2,2-dimethyl-propionic acid COCC(C(=O)O)(C)C